C(C)(C)[Si](C(C)C)(C(C)C)C#CC=1C=NN2C1OCCC2 3-((triisopropylsilyl)ethynyl)-6,7-dihydro-5H-pyrazolo[5,1-b][1,3]oxazine